4-((3,5-dimethylisoxazol-4-yl)methoxy)-N-(3-(methylsulfonamido)phenyl)benzamide CC1=NOC(=C1COC1=CC=C(C(=O)NC2=CC(=CC=C2)NS(=O)(=O)C)C=C1)C